tert-butyl (5-cyano-2-(5-formyl-1-methyl-1H-pyrazol-4-yl)phenyl)carbamate C(#N)C=1C=CC(=C(C1)NC(OC(C)(C)C)=O)C=1C=NN(C1C=O)C